C1(=C(C=CC=C1)C1=C(C2=C(SC3=C2C=CC=C3)C=C1)C=1C(=C(C=CC1)C=1C(=CC=CC1)C1=CC=CC=C1)C1=NN=NC(=C1C1=CC=CC=C1)C1=CC=CC=C1)C1=CC=CC=C1 [biphenylyl-(dibenzothiophenyl)](diphenyltriazinyl)terbenzene